3'-pivaloyl 2'-methoxyguanosine-5'-triphosphate P(O)(=O)(OP(=O)(O)OP(=O)(O)O)OC[C@@H]1[C@]([C@]([C@@H](O1)N1C=NC=2C(=O)NC(N)=NC12)(O)OC)(O)C(C(C)(C)C)=O